2-(4-bromonaphthalene-1-yl)-1,10-phenanthroline BrC1=CC=C(C2=CC=CC=C12)C1=NC2=C3N=CC=CC3=CC=C2C=C1